3-nitro-2-phenyl-2H-chromen [N+](=O)([O-])C=1C(OC2=CC=CC=C2C1)C1=CC=CC=C1